(difluoromethoxy)-6-morpholinopyrimidin-4-amine FC(OC1=NC(=CC(=N1)N)N1CCOCC1)F